N[C@H](C(=O)N[C@]1(CC2(CC2)[C@H]2[C@@H]([C@@H]12)C(=O)O)C(=O)O)C (1R,4S,5S,6S)-4-((S)-2-aminopropanamido)spiro[bicyclo[3.1.0]hexane-2,1'-cyclopropane]-4,6-dicarboxylic acid